(R)-N-(1-(4-(cyclopropanesulfonamido)pyridin-2-yl)-2-(1-methylpiperidin-4-yl)ethyl)-5-(6-ethoxypyrazin-2-yl)thiazole-2-carboxamide C1(CC1)S(=O)(=O)NC1=CC(=NC=C1)[C@@H](CC1CCN(CC1)C)NC(=O)C=1SC(=CN1)C1=NC(=CN=C1)OCC